[Pd].[Cl-].C(C)(C)C1=C(C(=CC=C1)C(C)C)N1C=[N+](C=C1)C1=C(C=CC=C1C(C)C)C(C)C 1,3-bis(2,6-diisopropylphenyl)imidazolium chloride Palladium